COCOC1=C(C=CC=C1)C1=CC(=C(N=N1)N)C=1C=NN(C1)C(C)C1=CC=C(C=C1)CN1CCNCC1 6-[2-(methoxymethyloxy)phenyl]-4-[1-(1-[4-[(piperazin-1-yl)methyl]phenyl]ethyl)-1H-pyrazol-4-yl]pyridazin-3-amine